2-(2,6-dioxopiperidin-3-yl)-4-(11-hydroxyundecane-1-yn-1-yl)isoindoline-1,3-dione O=C1NC(CCC1N1C(C2=CC=CC(=C2C1=O)C#CCCCCCCCCCO)=O)=O